(Z)-5-((1H-indol-3-yl)methylene)-2-((3-hydroxyphenyl)amino)thiazol-4(5H)-one N1C=C(C2=CC=CC=C12)\C=C/1\C(N=C(S1)NC1=CC(=CC=C1)O)=O